P(=O)(OC)(OCCSSCCCCCCCCCCCCCCCC)[O-] methyl (2-(hexadecyldithio) ethyl) phosphate